ethyl (trans)-4-(benzylamino)-1-methylcyclohexane-1-carboxylate C(C1=CC=CC=C1)NC1CCC(CC1)(C(=O)OCC)C